COC1=C2C=CNC2=C(C=C1)[N+](=O)[O-] 4-methoxy-7-nitro-1H-indole